6-(2,4-Dimethylphenyl)-2-(5-(trifluoromethyl)pyrimidin-2-yl)-5,6,7,8-tetrahydrophthalazin-1(2H)-one CC1=C(C=CC(=C1)C)C1CC=2C=NN(C(C2CC1)=O)C1=NC=C(C=N1)C(F)(F)F